C1(=CC=CC=C1)C1CN(CCCN1)C1=NC=CC(=N1)NC1=CC=C(C=C1)C1=CC=NC=C1 2-(3-phenyl-1,4-diazepan-1-yl)-N-(4-(pyridin-4-yl)phenyl)pyrimidin-4-amine